ClC1=CC(=C(CN2C(C3=CC(=CC(=C3C2(O)C2=CC=C(C=C2)Cl)F)C(C)(C2CCN(CC2)C)O)=O)C=C1)S(=O)(=O)C (+)-2-(4-chloro-2-(methylsulfonyl)benzyl)-3-(4-chlorophenyl)-4-fluoro-3-hydroxy-6-(1-hydroxy-1-(1-methylpiperidin-4-yl)ethyl)isoindolin-1-one